N1CC(CCC1)NC1=NC=C(C(=N1)C1=CNC=2C(N(CCCC21)C2=NC=CC=C2)=O)C(F)(F)F 3-(2-{[piperidin-3-yl]amino}-5-(trifluoromethyl)pyrimidin-4-yl)-7-(pyridin-2-yl)-1H,4H,5H,6H,7H,8H-pyrrolo[2,3-c]azepin-8-one